OCC1CN(C=2N(C1)N=CC2CC2=CC=C(C=C2)C(F)(F)F)C(=O)OC(C)(C)C tert-butyl 6-(hydroxymethyl)-3-(4-(trifluoromethyl) benzyl)-6,7-dihydropyrazolo[1,5-a]pyrimidine-4(5H)-carboxylate